dihydroxyethyl-cyclohexylamine cobalt [Co].OC(CNC1CCCCC1)O